[N+](=O)([O-])[O-].[Ce+3].[N+](=O)([O-])[O-].[N+](=O)([O-])[O-] cerium (III) nitrate